(7S)-7-tert-butyl-N-[(1R)-1-[3-(3-aminoazetidine-1-carbonyl)phenyl]-3-(4-hydroxy-1-piperidyl)propyl]-5,6,7,8-tetrahydrothiazolo[5,4-b]quinoline-2-carboxamide C(C)(C)(C)[C@@H]1CC=2C=C3C(=NC2CC1)SC(=N3)C(=O)N[C@H](CCN3CCC(CC3)O)C3=CC(=CC=C3)C(=O)N3CC(C3)N